trimethyl-silyltriazole C[Si](C=1N=NNC1)(C)C